C(C1=CC=CC=C1)NC=1C=C2C(N(C(C2=CC1)=O)C1C(NC(CC1)=O)=O)=O 5-(benzylamino)-2-(2,6-dioxopiperidin-3-yl)isoindoline-1,3-dione